N(CC1=NC2=CC(=CC=C2C=C1)CC(C(=O)O)C1CNCC1)(CC1=NC2=CC(=CC=C2C=C1)CC(C(=O)O)C1CNCC1)CC1=NC2=CC(=CC=C2C=C1)CC(C(=O)O)C1CNCC1 3,3',3''-((nitrilotris(methylene))tris(quinoline-2,7-diyl))tris(2-(pyrrolidin-3-yl)propanoic acid)